NC=1C=CC(=C(C1)NC(OC(C)(C)C)=O)N1C(CN(CC1)C1CCOCC1)C(F)(F)F tert-butyl N-[5-amino-2-[4-(oxan-4-yl)-2-(trifluoromethyl)piperazin-1-yl] phenyl]carbamate